FC(C1=CC=CC(=N1)C(N1C[C@@H](N(C[C@H]1C)C1=CC(N(C=2C=CC(=NC12)C#N)C)=O)C)C1=CC=C(C=C1)F)F 8-[(2S,5R)-4-{[6-(difluoromethyl)pyridin-2-yl](4-fluorophenyl)methyl}-2,5-dimethylpiperazin-1-yl]-5-methyl-6-oxo-5,6-dihydro-1,5-naphthyridine-2-carbonitrile